Cl.ClC1=NC=CC(=C1Cl)SC=1N=CC(=NC1)N1CCC2(CC1)CC1=CC=CC=C1[C@H]2N (3S)-1'-{5-[(2,3-dichloropyridin-4-yl)sulfanyl]Pyrazin-2-yl}-1,3-dihydro-spiro[indene-2,4'-piperidine]-3-amine hydrochloride